C1=C(C=CC2=CC=CC=C12)C1=CC=C(C=C1)NC=1C=C(C(=CC1)C1=CC=CC=C1)C1=CC=C(C=C1)C1=CC2=CC=CC=C2C=C1 N-{4-(naphthalen-2-yl)phenyl}-N-{6-phenyl-4'-(naphthalen-2-yl)biphenyl-3-yl}amine